BrC=1C(N(C(=CC1OCC1=C(C=C(C=C1)F)F)C)CC1=CC=C(C=C1)CO)=O 3-bromo-4-[(2,4-difluorobenzyl)oxy]-1-[4-(hydroxymethyl)benzyl]-6-methylpyridin-2(1H)-one